N-{5-[(6,7-dimethoxy-4-quinolyl)oxy]-2-pyridyl}-2,5-dioxo-1-phenyl-1,2,5,6,7,8-hexahydro-3-quinolinecarboxamide phosphate P(=O)(O)(O)O.COC=1C=C2C(=CC=NC2=CC1OC)OC=1C=CC(=NC1)NC(=O)C=1C(N(C=2CCCC(C2C1)=O)C1=CC=CC=C1)=O